COC1=NC=C(C(=N1)OC)C=1C=C(C=2N(N1)C=CN2)[C@@H]2[C@H](C2)CC2=CC=C(C#N)C=C2 4-(((1R,2S)-2-(6-(2,4-dimethoxypyrimidin-5-yl)imidazo[1,2-b]pyridazin-8-yl)cyclopropyl)methyl)benzonitrile